C(C)OC1=CN=CC(=N1)C1=NN=C(S1)C(=O)N 5-(6-ethoxypyrazin-2-yl)-1,3,4-thiadiazole-2-carboxamide